2-hydrazino-4-ethylpyridine N(N)C1=NC=CC(=C1)CC